C(C)C(C(O[Si](OCC)(OCC)OCC)(CC)CC)CC tetraethyl-Tetraethoxysilane